C(CCCCCCCCC)NC=1C(=CC=CC1)C N-decyl-toluidine